(3-amino-2,6-difluoro-phenyl)-(5-chloro-1H-pyrrolo[2,3-b]pyridin-3-yl)methanone NC=1C(=C(C(=CC1)F)C(=O)C1=CNC2=NC=C(C=C21)Cl)F